3,4-dihydroxy-2-(hydroxymethyl)tetrahydrofuran-2-ylmethaneNitrile OC1C(OCC1O)(CO)C#N